2-(4-fluorophenyl)-6-hydroxy-3,4-dihydroisoquinolin-1(2H)-one FC1=CC=C(C=C1)N1C(C2=CC=C(C=C2CC1)O)=O